The molecule is a disaccharide that is beta-D-glucopyranose in which the hydroxy group at position 4 has been converted into the corresponding alpha-D-galactopyranoside. It is an alpha-D-galactoside and a glycosylglucose. It derives from a beta-D-glucose. C([C@@H]1[C@@H]([C@@H]([C@H]([C@H](O1)O[C@@H]2[C@H](O[C@H]([C@@H]([C@H]2O)O)O)CO)O)O)O)O